[O-2].[Zr+4].[Zr+4].[O-2].[O-2].[O-2] dizirconium oxide